7-hydroxy-2-oxo-6-(o-tolyl)-2H-benzopyran-3-carboxylic acid OC1=CC2=C(C=C(C(O2)=O)C(=O)O)C=C1C1=C(C=CC=C1)C